COC1=CC(=CC(=C1OC)OC)NC(=O)CCl 2-chloro-N-(3,4,5-trimethoxyphenyl)acetamide